ClC=1C=C(C=CC1F)NC1=NC=NC2=CC(=C(C=C12)NCC=1C=C2CN(C(C2=CC1)=O)C1C(NC(CC1)=O)=O)OC 3-(5-(((4-((3-chloro-4-fluorophenyl)amino)-7-methoxyquinazolin-6-yl)amino)methyl)-1-oxoisoindolin-2-yl)piperidine-2,6-dione